O=C1NC(CCC1N1C(C2=CC=C(C=C2C1=O)NCCCOC1=CC=C(C=C1)C(C)(C)C1=CC=C(OCC2=NC(=NO2)C(=O)N(C)C)C=C1)=O)=O 5-((4-(2-(4-(3-((2-(2,6-dioxopiperidin-3-yl)-1,3-dioxoisoindolin-5-yl)amino)propoxy)phenyl)propan-2-yl)phenoxy)methyl)-N,N-dimethyl-1,2,4-oxadiazol-3-carbonylamine